2-amino-4'-methyl-biphenyl tert-butyl-3-[2-[[2-[[2-(2,6-dioxo-3-piperidyl)-1,3-dioxo-isoindolin-5-yl]amino]acetyl]amino]ethoxy]propanoate C(C)(C)(C)OC(CCOCCNC(CNC=1C=C2C(N(C(C2=CC1)=O)C1C(NC(CC1)=O)=O)=O)=O)=O.NC1=C(C=CC=C1)C1=CC=C(C=C1)C